nickel oxide lithium oxygen [O].[Li].[Ni]=O